methyl-N-((1R)-1-(2-pyrimidinyl)ethyl)-6-quinolinecarboxamide CC1=NC2=CC=C(C=C2C=C1)C(=O)N[C@H](C)C1=NC=CC=N1